C(N1COC(=C1)C)N1COC(=C1)C 3,3'-methylene-bis[5-methyl-oxazoline]